ClC=1N=C2C(=NC1)NC=C2C2=NC(=CC(=N2)NC2C(C1CCC2CC1)C(=O)O)C=1OC=CC1 (+/-)-trans-3-((2-(2-chloro-5H-pyrrolo[2,3-b]pyrazin-7-yl)-6-(furan-2-yl)pyrimidin-4-yl)amino)bicyclo[2.2.2]octane-2-carboxylic acid